2-octylmercapto-4,6-bis(3,5-di-tert-butyl-4-hydroxy-phenoxy)-1,3,5-triazine C(CCCCCCC)SC1=NC(=NC(=N1)OC1=CC(=C(C(=C1)C(C)(C)C)O)C(C)(C)C)OC1=CC(=C(C(=C1)C(C)(C)C)O)C(C)(C)C